(2R)-1-tert-butoxycarbonyl-4-[[5-(2-chloro-6-methyl-4-pyridinyl)-4-(3-cyanophenyl)thiazol-2-yl]carbamoyl]piperazine-2-carboxylic acid C(C)(C)(C)OC(=O)N1[C@H](CN(CC1)C(NC=1SC(=C(N1)C1=CC(=CC=C1)C#N)C1=CC(=NC(=C1)C)Cl)=O)C(=O)O